BrC1=CC=2C(NCCCC2N=C1)=O 3-bromo-6,7,8,9-tetrahydro-5H-pyrido[3,2-c]azepin-5-one